[C@H]12C(CCCC1)O2 r-cyclohexene oxide